C(C)(C)(C)N(C(O)=O)CC1OCCC2=C(C=CC=C12)C=1N(C=CN1)CC1=CC=CC=C1.ONC(C1=CC=C(C=C1)NC(CC1=CNC2=CC=C(C=C12)C1=C(C=CC=C1)C)=O)=O N-hydroxy-4-(2-(5-o-tolyl-1H-indol-3-yl)acetamido)benzamide tert-butyl-((5-(1-benzyl-1H-imidazol-2-yl)isochroman-1-yl)methyl)carbamate